Bis(dimethylamino)diethyl-tin CN(C)[Sn](CC)(CC)N(C)C